5-(4-((4-(oxetan-3-yl)-1,4-oxazepan-2-yl)methoxy)phenyl)-2-oxo-6-(trifluoromethyl)-1,2-dihydropyridine-3-carboxamide O1CC(C1)N1CC(OCCC1)COC1=CC=C(C=C1)C=1C=C(C(NC1C(F)(F)F)=O)C(=O)N